acrylaminopropyltrimethylammonium chloride [Cl-].C(=O)(C=C)NCCC[N+](C)(C)C